(2-bromo-5-chlorophenyl)acetic acid tert-butyl ester C(C)(C)(C)OC(CC1=C(C=CC(=C1)Cl)Br)=O